(8aR)-octahydropyrrolo[1,2-a]pyrazin C1[C@@H]2N(CCN1)CCC2